((3-acrylamidopropyl) dimethylammonio)-2-hydroxypropane-1-sulfonate C(C=C)(=O)NCCC[N+](C)(C)C(C(C)O)S(=O)(=O)[O-]